ClC=1C(=NC(=NC1)NC1CCOCC1)C1=CC=C2CN(C(C2=C1)=O)[C@@H](C(=O)N[C@H](C)C1=NC(=NC=C1)N1CCN(CC1)C)C (2R)-2-(6-{5-chloro-2-[(oxan-4-yl)amino]pyrimidin-4-yl}-1-oxo-2,3-dihydro-1H-isoindol-2-yl)-N-[(1R)-1-[2-(4-methylpiperazin-1-yl)pyrimidin-4-yl]ethyl]propanamide